N1(C=NC=C1)C(=O)C1=CC=CC=C1 (1H-imidazol-1-yl)(phenyl)methanone